N1=CN=C(C2=C1NC=C2)N2CCN(CC2)C(C(=O)NC2=CC=C(C=C2)S(=O)(=O)N2CCCCC2)=C (R)-2-(4-(7H-pyrrolo[2,3-d]pyrimidin-4-yl)piperazin-1-yl)-N-(4-(piperidin-1-ylsulfonyl)phenyl)propenamide